bicyclo[1.1.1]pentane-1,3-dicarboxylic acid [4-(2-amino-ethyl)-phenyl]-amide [4-(1,2,3,6-tetrahydro-pyridin-4-yl)-phenyl]-amide N1CCC(=CC1)C1=CC=C(C=C1)NC(=O)C12CC(C1)(C2)C(=O)NC2=CC=C(C=C2)CCN